BrC=1C2=CN(C=C2C=C(C1)CN1CCC(CC1)N1CCN(CC1)C1=NC(=CC=C1)C1=CN=C2N1N=C(C=C2)N2[C@H](CCC2)C2=CC(=CC=C2)F)C2C(NC(CC2)=O)=O 4-Bromo-2-(2,6-dioxopiperidin-3-yl)-6-((4-(4-(6-(6-((R)-2-(3-fluorophenyl)pyrrolidin-1-yl)imidazo[1,2-b]pyridazin-3-yl)pyridin-2-yl)piperazin-1-yl)piperidin-1-yl)methyl)isoindole